[Pb].[Li].[Bi].[Te] tellurium bismuth lithium lead